ClC1=CC=C2C(N=C(NC2=C1)C=1SC=C(N1)C1=C(C(=O)O)C=CC=C1)(C)C (2-(7-chloro-4,4-dimethyl-1,4-dihydroquinazolin-2-yl)thiazol-4-yl)benzoic acid